OCC1CCC(CC1)NC(C1=NC=CC(=C1)N1C=NC=C1)=O N-(4-(hydroxymethyl)cyclohexyl)-4-(1H-imidazol-1-yl)picolinamide